ClC1=C(C=CC=C1)C=1N(C2=NC(=NC(=C2N1)N1CCC(CC1)(C(=O)N)C)S(=O)(=O)C)C1=CC=C(C=C1)Cl 1-[8-(2-chlorophenyl)-9-(4-chlorophenyl)-2-methylsulfonyl-purin-6-yl]-4-methyl-piperidine-4-carboxamide